(R)-benzyl nonane-2-carboxylate C[C@H](CCCCCCC)C(=O)OCC1=CC=CC=C1